C(C)[C@]1(NCCNC1)C (R)-2-ethyl-2-methylpiperazin